FC(C1=CC=C(OC2=NC=3CCCC(C3C=C2)N)C=C1)(F)F 2-{4-(trifluoromethyl)phenoxy}-5,6,7,8-tetrahydroquinolin-5-amine